(5-methyl-1H-pyrazol-3-yl)-N2-((3-exo)-9-(pyridin-2-ylsulfonyl)-9-azabicyclo[3.3.1]non-3-yl)thieno[2,3-d]pyrimidin-2,4-diamine CC1=CC(=NN1)C1=CSC=2N=C(N=C(C21)N)NC2CC1CCCC(C2)N1S(=O)(=O)C1=NC=CC=C1